(R)-2-(2,3-dihydrobenzo[b][1,4]dioxin-2-yl-6-d)-4,5-dihydro-1H-imidazole O1C2=C(OC[C@H]1C=1NCCN1)C=C(C=C2)[2H]